N-{4-methyl-3-[2-(morpholin-4-yl)-6-[(3R)-4,4,4-trifluoro-3-hydroxybut-1-yn-1-yl]pyridin-4-yl]phenyl}-2-(trifluoromethyl)pyridine-4-carboxamide CC1=C(C=C(C=C1)NC(=O)C1=CC(=NC=C1)C(F)(F)F)C1=CC(=NC(=C1)C#C[C@H](C(F)(F)F)O)N1CCOCC1